FC1=C(C=CC=C1)C=1C=C2CN(CC2=CC1)C 5-(2-fluorophenyl)-2-methylisoindolin